C1=C(C=CC2=CC=CC=C12)[C@@H](C)N1N=CC2=CC(=CC(=C12)C(=O)N[C@@H](C)C1=CC=C(C(=O)O)C=C1)C1=CC=CC=C1 4-((S)-1-(1-((R)-1-(naphthalen-2-yl)ethyl)-5-phenyl-1H-indazol-7-amido)ethyl)benzoic acid